(2R,4R)-6-chloro-4-hydroxy-N-(3-{6-[3-(trifluoromethoxy)propoxy]pyrimidin-4-yl}bicyclo[1.1.1]pentan-1-yl)-3,4-dihydro-2H-1-benzopyran-2-carboxamide ClC=1C=CC2=C([C@@H](C[C@@H](O2)C(=O)NC23CC(C2)(C3)C3=NC=NC(=C3)OCCCOC(F)(F)F)O)C1